sodium N-(5-tert-butyl-1,2-oxazol-3-yl)sulfonamide C(C)(C)(C)C1=CC(=NO1)NS(=O)=O.[Na]